8-(2-chloro-4-(trifluoromethyl)phenyl)-9-(4-((1-(3-fluoropropyl)azetidin-3-yl)methyl)phenyl)-6,7-dihydro-5H-benzo[7]annulene-3-carboxylic acid hydrochloride Cl.ClC1=C(C=CC(=C1)C(F)(F)F)C=1CCCC2=C(C1C1=CC=C(C=C1)CC1CN(C1)CCCF)C=CC(=C2)C(=O)O